N-{(2S,3R)-1-(bicyclo[1.1.1]pentane-1-carbonyl)-2-[(2,2'-difluoro[1,1'-biphenyl]-3-yl)methyl]-4,4-difluoropyrrolidin-3-yl}ethanesulfonamide C12(CC(C1)C2)C(=O)N2[C@H]([C@H](C(C2)(F)F)NS(=O)(=O)CC)CC=2C(=C(C=CC2)C2=C(C=CC=C2)F)F